N-(6-((2-((1H-pyrazol-3-yl)methyl)-4-methyl-5-oxo-4H-thiazolo[5',4':4,5]pyrrolo[2,3-d]pyridazin-6(5H)-yl)methyl)-5-fluoropyridin-2-yl)acetamide N1N=C(C=C1)CC=1SC2=C(N(C=3C(N(N=CC32)CC3=C(C=CC(=N3)NC(C)=O)F)=O)C)N1